O=C1OC2=CC=CC=C2C(=C1)OC1CC2(CN(C2)C(=O)N2C[C@@H]3[C@@H](OCC(N3)=O)CC2)C1 (4aR,8aS)-6-(6-((2-oxo-2H-chromen-4-yl)oxy)-2-azaspiro[3.3]heptane-2-carbonyl)hexahydro-2H-pyrido[4,3-b][1,4]oxazin-3(4H)-one